FC=1C=CC(=C(C1)C(C=O)(C)C)OC 2-(5-fluoro-2-methoxyphenyl)-2-methylpropanal